methyl 6-(benzyloxy)-10-(2,6-dimethylphenoxy)-[1,2,4]triazolo[5,1-a]isoquinoline-5-carboxylate C(C1=CC=CC=C1)OC1=C(N2C(C3=C(C=CC=C13)OC1=C(C=CC=C1C)C)=NC=N2)C(=O)OC